3-(2,6-dichloro-benzyloxy)-5-(2-phenoxy-phenyl)-pyridin-2-ylamine ClC1=C(COC=2C(=NC=C(C2)C2=C(C=CC=C2)OC2=CC=CC=C2)N)C(=CC=C1)Cl